C(CCC)OC1=CC=C(C=C1)CC(C(=O)O)N1CCNCCNCCNCC1 10-[2-(4-butoxyphenyl)-1-carboxyethyl]-1,4,7,10-tetraazacyclododecane